N-(3-(2-(2-((tert-butyldimethylsilyl)oxy)ethoxy)-6-chloropyridin-4-yl)-4-methylphenyl)-2-(trifluoromethyl)isonicotinamide [Si](C)(C)(C(C)(C)C)OCCOC1=NC(=CC(=C1)C=1C=C(C=CC1C)NC(C1=CC(=NC=C1)C(F)(F)F)=O)Cl